N-[4-(2-fluorophenoxy)-2-[(2R)-2-formylpyrrolidin-1-yl]-3-(trifluoromethyl)phenyl]-2-(pyridazin-4-yl)-1,3-thiazole-4-carboxamide FC1=C(OC2=C(C(=C(C=C2)NC(=O)C=2N=C(SC2)C2=CN=NC=C2)N2[C@H](CCC2)C=O)C(F)(F)F)C=CC=C1